C(C)(C)(C)OC(=O)N1CC(CCC1)C1=CC2=C(N=C(N=C2N[C@H](C)C2=CC(=CC(=C2)C(F)(F)F)N)C)N(C1=O)C 3-(4-(((R)-1-(3-amino-5-(trifluoromethyl)phenyl)ethyl)amino)-2,8-dimethyl-7-oxo-7,8-Dihydropyrido[2,3-d]pyrimidin-6-yl)piperidine-1-carboxylic acid tert-butyl ester